FC(C=1C=NC(=NC1)N1CCN(CC1)C(=O)O[C@H](CC1=CNC(C(=C1)C(F)(F)F)=O)C)(F)F (S)-1-(6-oxo-5-(trifluoromethyl)-1,6-dihydropyridin-3-yl)propan-2-yl 4-(5-(trifluoromethyl)pyrimidine-2-yl)piperazine-1-carboxylate